N=1C=NN2C1C=C(C=C2)OC2=C(C=C(C=C2)NC2=NC=NC1=CC=C(C=C21)OC2CC1CCC(C2)N1C(C=C)=O)C 1-(3-((4-((4-([1,2,4]Triazolo[1,5-a]pyridin-7-yloxy)-3-methylphenyl)amino)quinazolin-6-yl)oxy)-8-azabicyclo[3.2.1]octan-8-yl)prop-2-en-1-one